1-(PROP-2-YN-1-YL)PIPERIDINE-3-CARBALDEHYDE C(C#C)N1CC(CCC1)C=O